C1=CC(=CC=C1N)S(=O)(=O)C2=CC=C(C=C2)N The molecule is a sulfone that is diphenylsulfone in which the hydrogen atom at the 4 position of each of the phenyl groups is substituted by an amino group. It is active against a wide range of bacteria, but is mainly employed for its actions against Mycobacterium leprae, being used as part of multidrug regimens in the treatment of all forms of leprosy. It has a role as an antimalarial, a leprostatic drug, an antiinfective agent and an anti-inflammatory drug. It is a sulfone and a substituted aniline. It derives from a diphenyl sulfone.